ClC1=CC(=C(N=N1)N1C(CCC1)=O)OC (6-chloro-4-methoxypyridazin-3-yl)pyrrolidin-2-one